CC1=C(C=C(C=C1)NC2=NC=CC(=N2)C3=CC(=NC=C3)N4CCN(CC4)CCN)Cl 4-{2-[4-(2-aminoethyl)piperazin-1-yl]pyridin-4-yl}-n-(3-chloro-4-methylphenyl)pyrimidin-2-amine